tert-butyl (2R,4S)-2-[(2-cyclopropylpyrimidin-5-yl)carbamoyl]-4-fluoro-pyrrolidine-1-carboxylate C1(CC1)C1=NC=C(C=N1)NC(=O)[C@@H]1N(C[C@H](C1)F)C(=O)OC(C)(C)C